benzyl 6-bromoimidazo[1,2-a]pyridine-2-carboxylate BrC=1C=CC=2N(C1)C=C(N2)C(=O)OCC2=CC=CC=C2